N1=C(C=CC=C1)C1=C(C(=C(C=C1)C=1C(=CC=CC1)C1=CC=CC=C1)C1=CC=CC=2C3=CC=CC=C3C3=CC=CC=C3C12)C1=NC=CC=C1 di(pyridinyl)(triphenyleneyl)terbenzene